FC1(C(CNCC1C)N1C(C2=CC=CC=C2C1=O)=O)F 2-(4,4-difluoro-5-methyl-3-piperidinyl)isoindoline-1,3-dione